(12aR)-7-(benzyloxy)-12-[(R)-(3,4-difluorophenyl)(phenyl)methyl]-3,4,12,12a-tetrahydro-1H-[1,4]oxazino[3,4-c]pyrido[2,1-f][1,2,4]triazine-6,8-dione C(C1=CC=CC=C1)OC=1C(C=CN2N([C@H]3N(C(C21)=O)CCOC3)[C@H](C3=CC=CC=C3)C3=CC(=C(C=C3)F)F)=O